(3-((2'-methoxy-4'-methyl-[3,3'-bipyridin]-6-yl)methyl)-1,2,3-oxadiazol-3-ium-5-yl)((3-(trifluoromethyl)phenyl)carbamoyl)amide COC1=NC=CC(=C1C=1C=NC(=CC1)C[N+]1=NOC(=C1)[N-]C(NC1=CC(=CC=C1)C(F)(F)F)=O)C